(3S,4S) and (3R,4R)-3-(2,3-dihydro-1,4-benzodioxin-6-yl)-2-(2-fluoropyridin-4-yl)-1-oxo-1,2,3,4-tetrahydroisoquinoline-4-carboxylic acid O1CCOC2=C1C=CC(=C2)[C@H]2N(C(C1=CC=CC=C1[C@@H]2C(=O)O)=O)C2=CC(=NC=C2)F |r|